N[C@@H](CCC(=O)N[C@@H](CCCNC(=O)N)C(=O)O)C(=O)O Gamma-Glutamylcitrullin